(S)-2-(4-(3-(2-((6-Oxo-5-(trifluoromethyl)-1,6-dihydropyridazin-4-yl)amino)propoxy)propanoyl)piperazin-1-yl)thiazole-5-carbonitrile O=C1C(=C(C=NN1)N[C@H](COCCC(=O)N1CCN(CC1)C=1SC(=CN1)C#N)C)C(F)(F)F